2-[2-(azetidin-3-yl)ethyl-tert-butoxycarbonyl-amino]acetic acid N1CC(C1)CCN(CC(=O)O)C(=O)OC(C)(C)C